cis-2-((3-((S)-3-(3,5-difluorophenyl)isoxazolidine-2-carbonyl)-3-methylcyclobutyl)amino)pyrimidine-4-carbonitrile FC=1C=C(C=C(C1)F)[C@H]1N(OCC1)C(=O)C1(CC(C1)NC1=NC=CC(=N1)C#N)C